1-((1R,4R)-5-(6-cyclopropyl-5-((5-(trifluoromethyl)-4-(trimethylstannyl)pyrimidin-2-yl)amino)pyridin-2-yl)-2,5-diazabicyclo[2.2.1]heptan-2-yl)-2,2,2-trifluoroethan-1-one C1(CC1)C1=C(C=CC(=N1)N1[C@H]2CN([C@@H](C1)C2)C(C(F)(F)F)=O)NC2=NC=C(C(=N2)[Sn](C)(C)C)C(F)(F)F